C(CC)C1=CC(=NN1)C(=O)O 5-propyl-1H-pyrazole-3-carboxylic acid